4'-(4-(2-bromophenyl)-6-phenyl-1,3,5-triazin-2-yl)-[1,1'-biphenyl]-4-carbonitrile BrC1=C(C=CC=C1)C1=NC(=NC(=N1)C1=CC=CC=C1)C1=CC=C(C=C1)C1=CC=C(C=C1)C#N